C(#N)CCC=1C=C2C(=C(C(=NC2=C(C1C1=C(C(=CC=C1)Cl)Cl)F)C)I)N[C@H]1[C@H]2CN([C@@H]1C2)C(=O)OCCCC butyl (1R,4R,5S)-5-((6-(2-cyanoethyl)-7-(2,3-dichlorophenyl)-8-fluoro-3-iodo-2-methylquinolin-4-yl)amino)-2-azabicyclo[2.1.1]hexane-2-carboxylate